BrC=1C=C(C2=C(N(C(=N2)CON2OC=CC=C2)C(C)C)C1)F 6-bromo-4-fluoro-2-{[(oxazin-2-yl)oxy]methyl}-1-(propan-2-yl)-1H-benzimidazole